3-(2,3-difluorophenyl)-3-hydroxybutyrine FC1=C(C=CC=C1F)C(C(N)C(=O)O)(C)O